4-[5-(dimethylamino)-1-(pyridin-3-ylmethyl)benzoimidazol-2-yl]-1,2,5-oxadiazol-3-amine CN(C1=CC2=C(N(C(=N2)C=2C(=NON2)N)CC=2C=NC=CC2)C=C1)C